O=C1CC=C2CC3=CC=CC=C3OC2=C1 3-Oxo-2H-xanthen